2-[6-(4-methanesulfonyl-piperazin-1-yl)pyridin-3-yl]-N-{[4-methyl-2-(piperidin-1-yl)phenyl](5-methylfuran-2-yl)methyl}acetamide CS(=O)(=O)N1CCN(CC1)C1=CC=C(C=N1)CC(=O)NC(C=1OC(=CC1)C)C1=C(C=C(C=C1)C)N1CCCCC1